4-(8-amino-3-(1-oxo-2,8-diazaspiro[4.5]decan-8-yl)imidazo[1,5-a]pyrazin-1-yl)-N-(4-(trifluoromethyl)pyridin-2-yl)benzamide NC=1C=2N(C=CN1)C(=NC2C2=CC=C(C(=O)NC1=NC=CC(=C1)C(F)(F)F)C=C2)N2CCC1(CCNC1=O)CC2